C1=CC2=C(C=C1O)O[C@@H](C(=O)N2O)O[C@H]3[C@@H]([C@H]([C@@H]([C@H](O3)CO)O)O)O The molecule is a beta-D-glucoside having (R)-2,4,7-trihydroxy-2H-1,4-benzoxazin-3(4H)-one as the anomeric substituent. It is a beta-D-glucoside, a cyclic hydroxamic acid and a benzoxazine. It derives from a TRIBOA.